tert-butyl 6-(7-benzyl-4-(6-hydroxynaphthalen-1-yl)-3-methyl-5,6,7,8-tetrahydro-1,7-naphthyridin-2-yl)-2,6-diazaspiro[3.4]octane-2-carboxylate C(C1=CC=CC=C1)N1CCC=2C(=C(C(=NC2C1)N1CC2(CN(C2)C(=O)OC(C)(C)C)CC1)C)C1=CC=CC2=CC(=CC=C12)O